C(CCC)C=1OC2=C(N1)C=CC(=C2)CC(CN)=CF 2-((2-butylbenzo-[d]oxazol-6-yl)-methyl)-3-fluoro-prop-2-en-1-amine